C(=C)C1=CC=C(C=C1)CN(CCO)CC1=CC=C(C=C1)C=C 2-[bis[(4-vinylphenyl)methyl]amino]ethanol